1-[({1-[5-(difluoromethyl)(1,3,4-thiadiazol-2-yl)]-4-(1-oxa-7-azaspiro[3.5]non-7-yl)-1H-indazol-6-yl}sulfonyl)amino]cyclopropanecarbonitrile FC(C1=NN=C(S1)N1N=CC2=C(C=C(C=C12)S(=O)(=O)NC1(CC1)C#N)N1CCC2(CCO2)CC1)F